C(C1=CC=CC=C1)C1=C2C(C(NC2=CC=C1)=O)(O)CC(=O)C1=CC=C(C=C1)OCCCC benzyl-3-(2-(4-butoxyphenyl)-2-oxoethyl)-3-hydroxyindol-2-one